Cl.FC(CN)(C)F 2,2-difluoropropan-1-amine hydrochloride